Homovanillate C(CC1=CC(OC)=C(O)C=C1)(=O)[O-]